FC1(CCC(CC1)C=1NC=C(N1)CC1=CC=NC=C1)F 4-((2-(4,4-difluorocyclohexyl)-1H-imidazol-4-yl)methyl)pyridine